C(C)OC1=NC=CC=C1C1=NC=2CN(C[C@@]3(C2C=C1)[C@H](CNCC3)CC)C[C@@H]3N(CCC3)C(=O)OC(C)(C)C |&1:15,19| tert-butyl (R)-2-(((3RS,4RS)-2'-(2-ethoxypyridin-3-yl)-3-ethyl-6'H-spiro[piperidine-4,5'-[1,7]naphthyridin]-7'(8'H)-yl)methyl)pyrrolidine-1-carboxylate